Methyl 3-amino-4-((3-(difluoromethoxy)phenyl)amino)-5-fluorobenzoate NC=1C=C(C(=O)OC)C=C(C1NC1=CC(=CC=C1)OC(F)F)F